C(C)N(C1=CC=2OC=3C4=C(CCC3CC2C=C1)C=CC=C4)CC 10-(diethylamino)-5,6-dihydrobenzo[c]Xanthene